OC1=CC=C(C=C1)C(C#N)(C1=CC=C2C(=C(N(C2=C1)C)C)C)C1=CC=C(C=C1)C 2-(4-Hydroxyphenyl)-2-(p-tolyl)-2-(1,2,3-trimethyl-1H-indol-6-yl)acetonitrile